CN1N=C(C=C1)C=1C2=C(N=C(N1)C1=CC=CC=C1)CN(CC2)C(=O)OCCCC butyl 4-(1-methyl-1H-pyrazol-3-yl)-2-phenyl-5,8-dihydropyrido[3,4-d]pyrimidine-7(6H)-carboxylate